NC1=NN2C(N=CC(=C2)F)=C1C(=O)NC=1C=NC=CC1O[C@H]1COCC1 (R,S)-2-amino-6-fluoro-N-(4-((tetrahydrofuran-3-yl)oxy)pyridin-3-yl)pyrazolo[1,5-a]pyrimidine-3-carboxamide